(6S,8S)-N-(5-chloro-6-(2H-1,2,3-triazol-2-yl)pyridin-3-yl)-8-(1-ethyl-1H-pyrazol-4-yl)-2-fluoro-8-methyl-7,8-dihydro-6H-cyclopenta[e]pyrazolo[1,5-a]pyrimidine-6-carboxamide ClC=1C=C(C=NC1N1N=CC=N1)NC(=O)[C@H]1C[C@@](C2=C1C=NC=1N2N=C(C1)F)(C)C=1C=NN(C1)CC